C(C)(=O)O[C@@H]1[C@@H]([C@H]([C@@H](S[Si](C(C)C)(C(C)C)C(C)C)O[C@@H]1COC(C)=O)OC)N=[N+]=[N-] Triisopropylsilyl 4,6-di-O-acetyl-3-azido-3-deoxy-2-O-methyl-1-thio-alpha-D-galactopyranoside